C(C(C)C)C1C(NCCN1)=O 3-isobutyl-2-piperazinone